4-[2-chloro-4-(trifluoromethoxy)phenoxy]-6-(trifluoromethyl)pyridine-3-carbaldehyde ClC1=C(OC2=C(C=NC(=C2)C(F)(F)F)C=O)C=CC(=C1)OC(F)(F)F